OC1=C(C(=O)NC=2C=C(C(=O)O)C=CN2)C=C(C(=C1)S(=O)(=O)O)O 2-(2,5-dihydroxy-4-sulfobenzamido)isonicotinic acid